(2R,5S)-2-(4-phenoxyphenyl)-5-[(2,2,2-trifluoroethylamino)methyl]-1,4-thiazepan-3-one O(C1=CC=CC=C1)C1=CC=C(C=C1)[C@H]1SCC[C@H](NC1=O)CNCC(F)(F)F